NC([C@H](CCC(=O)OC(C)(C)C)N1C(C2=CC=C(C(=C2C1)F)C[C@@H]1[C@H](CCCC1)NC(=O)OC(C)(C)C)=O)=O tert-Butyl (S)-5-amino-4-(5-(((1R,2S)-2-((tert-butoxycarbonyl)amino)cyclohexyl)methyl)-4-fluoro-1-oxoisoindolin-2-yl)-5-oxopentanoate